4-chloro-N-(6-(difluoromethyl)pyridin-3-yl)-6-methoxypyrimidine-2-carboxamide ClC1=NC(=NC(=C1)OC)C(=O)NC=1C=NC(=CC1)C(F)F